methyl 2-{[1-(2-{[(tert-butoxy)carbonyl]amino}ethyl)-1H-1,2,3,4-tetrazol-5-yl]sulfanyl}-5-nitrobenzoate C(C)(C)(C)OC(=O)NCCN1N=NN=C1SC1=C(C(=O)OC)C=C(C=C1)[N+](=O)[O-]